(R)-(3-(1-phenylpropan-2-yl)-1,2,3-oxadiazol-3-ium-5-yl)((3-(trifluoromethyl)phenyl)carbamoyl)amide C1(=CC=CC=C1)C[C@@H](C)[N+]1=NOC(=C1)[N-]C(NC1=CC(=CC=C1)C(F)(F)F)=O